F[P-](F)(F)(F)(F)F.[IH2+].CC1=NC(=CC(=C1)C)C.CC1=NC(=CC(=C1)C)C bis(2,4,6-trimethylpyridine) iodonium hexafluorophosphate